1-(3-iodo-5-(p-tolylthio)phenyl)-1H-pyrrole IC=1C=C(C=C(C1)SC1=CC=C(C=C1)C)N1C=CC=C1